(R)-1-(2-chloropyridin-3-yl)ethyl (4-(5-(2-chloroisonicotinamido)pyridin-2-yl)-1-methyl-1H-1,2,3-triazol-5-yl)carbamate ClC=1C=C(C(=O)NC=2C=CC(=NC2)C=2N=NN(C2NC(O[C@H](C)C=2C(=NC=CC2)Cl)=O)C)C=CN1